di-n-octyl-cyclohexane-1,3-dicarboxylic acid C(CCCCCCC)C1C(CCCC1C(=O)O)(C(=O)O)CCCCCCCC